(5aR,6S,7R,8R,8aS)-3-chloro-8,8a-dihydroxy-N,N-dimethyl-6-phenyl-5a-(4-(trifluoromethyl)phenyl)-5a,7,8,8a-tetrahydro-6H-cyclopenta[4,5]furo[3,2-b]pyridine-7-carboxamide ClC=1C=C2C(=NC1)[C@]1([C@@](O2)([C@@H]([C@H]([C@H]1O)C(=O)N(C)C)C1=CC=CC=C1)C1=CC=C(C=C1)C(F)(F)F)O